C[N+]1=C2C=CC=CC2=C(C3=CC=CC=C31)C4=C5C=CC=CC5=[N+](C6=CC=CC=C64)C.[N+](=O)(O)[O-].[N+](=O)(O)[O-] N,N'-Dimethyl-9,9'-biacridinium dinitrate